CC=1C=C(C=2N=C3N(C(C2N1)=O)CCC31CCCC1)[C@@H](C)NC1=C(C(=O)O)C=CC=C1 (R)-2-((1-(2'-methyl-10'-oxo-7',8'-dihydro-10'H-spiro[cyclopentane-1,6'-pyrido[3,2-d]pyrrolo[1,2-a]pyrimidin]-4'-yl)ethyl)amino)benzoic acid